BrC1=CC(=NC=C1)N1CCN(CC1)CC(F)(F)C1CCN(CC1)C(=O)OC(C)(C)C tert-butyl 4-[2-[4-(4-bromo-2-pyridyl)piperazin-1-yl]-1,1-difluoro-ethyl]piperidine-1-carboxylate